2-(1-isopropyl-4-methyl-1H-pyrazol-5-yl)-4-(4-(4-(trifluoromethyl)-1H-imidazol-2-yl)benzyl)-6,7-dihydropyrazolo[1,5-a]pyrimidin C(C)(C)N1N=CC(=C1C1=NN2C(N(CCC2)CC2=CC=C(C=C2)C=2NC=C(N2)C(F)(F)F)=C1)C